4-(di-cyclohexylphosphino)butane-1-sulfonic acid C1(CCCCC1)P(CCCCS(=O)(=O)O)C1CCCCC1